C(#N)C1=CC=C(C=N1)CNC(=O)C=1C(=C2C=CC(=NC2=CN1)N1C[C@H](CC1)C(=O)N1CCN(CC1)C(=O)OC(C)(C)C)O tert-butyl (s)-4-(1-(6-(((6-cyanopyridin-3-yl)methyl)carbamoyl)-5-hydroxy-1,7-naphthyridin-2-yl)pyrrolidine-3-carbonyl)piperazine-1-carboxylate